FC=1C=C(C=CC1)N1N=C(C=C(C1=O)C(=O)NC[C@H](CO)C)C1=CC=C(C=C1)C(F)(F)F 2-(3-fluorophenyl)-N-[(2R)-3-hydroxy-2-methylpropyl]-3-oxo-6-[4-(trifluoromethyl)phenyl]-2,3-dihydropyridazine-4-carboxamide